FC([C@H](C(=O)N1OCC[C@H]1C1=CC=C(C=C1)F)C)(F)F (S)-3,3,3-trifluoro-1-[(3S)-3-(4-fluorophenyl)-1,2-oxazolidin-2-yl]-2-methylpropan-1-one